2,4,6-trimethyl-N-{2-[2-(trifluoromethyl)phenyl]ethyl}benzene-1-sulfonamide CC1=C(C(=CC(=C1)C)C)S(=O)(=O)NCCC1=C(C=CC=C1)C(F)(F)F